3-(2-decyl-1,3-dioxolan-4-yl)-1-phenylpropan-1-one C(CCCCCCCCC)C1OCC(O1)CCC(=O)C1=CC=CC=C1